C(=C)C=1C(=C(C#N)C(=CC1CN1N=CC=C1)F)OC 3-vinyl-6-fluoro-2-methoxy-4-[(1H-pyrazol-1-yl)methyl]benzonitrile